CC(=O)C\\1=CC=C2[C@](/C1=C/C(=O)OC)(CC[C@@]3([C@@]2(CC[C@@]4([C@H]3C[C@](CC4)(C)C(=O)OC)C)C)C)C The molecule is a tetracyclic triterpenoid that is 3,24-dinor-2,4-seco-friedelan-1(10),5,7-triene substituted by methoxycarbonyl groups at positions 2 and 29 and an oxo group at position 4. Isolated from the root bark of Hippocratea excelsa, it exhibits anti-protozoal activity against Giardia intestinalis. It has a role as a metabolite and an antiprotozoal drug. It is a methyl ketone, an enoate ester, a tetracyclic triterpenoid and a methyl ester.